FC=1C=C(C=C(C1F)F)[B-](C1=CC=CC=C1)(C1=CC=CC=C1)C1=CC=CC=C1.C(C=C)[NH+]1CN(CC1)C N-allyl-N'-methylimidazolinium (3,4,5-trifluorophenyl)triphenylborate